trifluoromethyl-N-(4-chlorophenyl)acetyl-hydrazono bromide FC(F)(F)N(N(Br)Br)C(CC1=CC=C(C=C1)Cl)=O